FC(C(=O)O)(F)F.CC1=CSC=2N1C(C(=C(N2)C(C)NC2=C1N=CNC1=NC=N2)C=2SC=CN2)=O 3-methyl-7-[1-(9H-purin-6-ylamino)ethyl]-6-(1,3-thiazol-2-yl)-5H-[1,3]thiazolo[3,2-a]pyrimidin-5-one Trifluoroacetic Acid Salt